ClC1=C(C=CC=C1Cl)N1[C@H](CN(CC1)CC[C@@H]1CC[C@H](CC1)NC(N(C)C)=O)C 3-(Trans-4-(2-((S)-4-(2,3-dichlorophenyl)-3-methylpiperazin-1-yl)ethyl)cyclohexyl)-1,1-dimethylurea